(2R)-1-methoxycarbonylpyrrolidine-2-carboxylic acid COC(=O)N1[C@H](CCC1)C(=O)O